[Bi].[In] indium bismuth